1-tert-butoxycarbonyl-1,4-diazepine C(C)(C)(C)OC(=O)N1C=CN=CC=C1